ethyl 6-tert-butyl-9-[2-(4-hydroxypiperidin-1-yl) thiazol-5-yl]-10-methoxy-2-oxo-6,7-dihydro-2H-pyrido[2,1-a]isoquinoline-3-carboxylate C(C)(C)(C)C1N2C(C3=CC(=C(C=C3C1)C1=CN=C(S1)N1CCC(CC1)O)OC)=CC(C(=C2)C(=O)OCC)=O